C(C1=CC=CC=C1)(C1=CC=CC=C1)CC=O 2-benzhydryl-ethaneAl